3-(4-amino-2-(pyridin-2-ylmethyl)-7-(quinoxalin-6-yl)-2H-[1,2,3]triazolo[4,5-c]pyridin-6-yl)benzonitrile NC1=NC(=C(C=2C1=NN(N2)CC2=NC=CC=C2)C=2C=C1N=CC=NC1=CC2)C=2C=C(C#N)C=CC2